NC=1C=2CCCC2C=C2CCC(C12)CCCCCN1N=C(C=C1)S(=O)(=O)N(CC1=CC=C(C=C1)OC)CC1=CC=C(C=C1)OC 1-(5-(8-amino-1,2,3,5,6,7-hexahydro-s-indacen-1-yl)pentyl)-N,N-bis(4-methoxybenzyl)-1H-pyrazole-3-sulfonamide